(R)-3-fluoro-2-hydroxy-5-(2-(4-(pyrrolidin-1-yl)phenyl)morpholine-4-carbonyl)benzaldehyde FC=1C(=C(C=O)C=C(C1)C(=O)N1C[C@H](OCC1)C1=CC=C(C=C1)N1CCCC1)O